bis(4-tert-butyl-3-hydroxy-2,6-dimethyl-benzyl) dithioterephthalate C(C1=CC=C(C(=S)OCC2=C(C(=C(C=C2C)C(C)(C)C)O)C)C=C1)(=S)OCC1=C(C(=C(C=C1C)C(C)(C)C)O)C